[(6Ar,10aR)-6,6,9-trimethyl-3-pentyl-6a,7,8,10a-tetrahydrobenzo[c]chromen-1-yl]oxy-trimethylsilane CC1(OC2=CC(=CC(=C2[C@H]2[C@H]1CCC(=C2)C)O[Si](C)(C)C)CCCCC)C